NC1=C(C(=O)C2=NC=CC=C2)C=C(C=C1)Br 2-(2-amino-5-bromobenzoyl)pyridine